2-methyl-4-(1-methylazetidine-3-carbonyl)piperazine CC1NCCN(C1)C(=O)C1CN(C1)C